C(C)C1=NN(C(N1C)=O)C1=CC(=C(C(=O)NC2=C(C=CC=C2)OC)C=C1F)O[C@@H](C)CCC 4-(3-ethyl-4-methyl-5-oxo-4,5-dihydro-1H-1,2,4-triazol-1-yl)-5-fluoro-N-(2-methoxyphenyl)-2-[(2S)-pent-2-yloxy]benzamide